(2S)-2-(tert-butoxycarbonylamino)-2-(3,3-difluorocyclobutyl)acetic acid C(C)(C)(C)OC(=O)N[C@H](C(=O)O)C1CC(C1)(F)F